COC1=C(OC2=CC(=CC(=C2C1=O)OC)OC)C1=CC=C(C=C1)OC 3,5,7,4'-tetramethoxyflavone